C1=CC2=CC3=CC(=S)C(=CC4=NC(=CC5=CC=C(N5)C=C1N2)C=C4)N3 thioporphyrin